5-((3-fluorophenyl)ethynyl)-2,3-dihydro-1H-indene FC=1C=C(C=CC1)C#CC=1C=C2CCCC2=CC1